Cl.NC(C(=O)NC)(CO)C 2-amino-3-hydroxy-N,2-dimethylpropanamide hydrochloride